CC1=NSC2=C1C=CC=C2 3-methyl-1,2-benzisothiazol